C[C@H]1CN(C[C@H](O1)C)C1=NC(=C2N1C1=CC(=CC=C1N=C2)C2=CC(=C(C=C2)N2CCC(CC2)N(C)C)F)C (4-(1-((2S,6R)-2,6-dimethylmorpholinyl)-3-methylimidazo[1,5-a]quinoxalin-8-yl)-2-fluorophenyl)-N,N-dimethylpiperidin-4-amine